O=C(C(=O)NC=1C2=C(C=NC1)C=NN2C2OCCCC2)N2[C@H](CN([C@@H](C2)C)C(C(C)(C)C)=O)C2=CC(=CC=C2)N2CCN(CC2)C 2-Oxo-2-[(2S,5R)-4-(2,2-dimethylpropanoyl)-5-methyl-2-[3-(4-methylpiperazin-1-yl)phenyl]piperazin-1-yl]-N-(1-tetrahydropyran-2-ylpyrazolo[4,3-c]pyridin-7-yl)acetamide